5-(3-methoxyphenyl)-1,2,3,6-tetrahydropyridine COC=1C=C(C=CC1)C1=CCCNC1